C(CCC)C1=NC=2C(=C3C(=NC2)C=CS3)N1CC1CCN(CC1)C(=O)OC(C)(C)C tert-butyl 4-((2-butyl-1H-imidazo[4,5-d]thieno[3,2-b]pyridin-1-yl)methyl)piperidine-1-carboxylate